(2R)-(3-(4-((2-(4-(tert-butyl)phenyl)-2-oxo acetamido)methyl)-1-oxoisoindolin-2-yl)-2,6-dioxopiperidin-1-yl)methyl 2-(((benzyloxy)carbonyl)amino)-3-methylbutanoate C(C1=CC=CC=C1)OC(=O)N[C@@H](C(=O)OCN1C(C(CCC1=O)N1C(C2=CC=CC(=C2C1)CNC(C(=O)C1=CC=C(C=C1)C(C)(C)C)=O)=O)=O)C(C)C